NC1=C(C=CC(=C1)F)C1=C(C=C(C(=C1)F)C(=O)NC=1C=NC(=C(C1)Cl)N1N=CC=N1)OC(C)C 2'-amino-N-(5-chloro-6-(2H-1,2,3-triazol-2-yl)pyridin-3-yl)-4',5-difluoro-2-isopropoxy-[1,1'-biphenyl]-4-carboxamide